NC=1C=2N(C3=CC(=C(C=C3N1)F)C(=O)N(C(C)C)CC1=C(C=C(C=C1)C1=CC(=CC=C1)OC(F)F)F)C=NC2 4-amino-N-((3'-(difluoromethoxy)-3-fluoro-[1,1'-biphenyl]-4-yl)methyl)-7-fluoro-N-isopropylimidazo[1,5-a]quinoxaline-8-carboxamide